C1(=CC=CC=C1)OP(=O)(O)C1=CC=C2C(=N1)C1=C(O2)C=CC=C1 (phenyl)phosphonobenzofuro[3,2-b]pyridine